2,3-diisopropyl-2-cyanobutanedioic acid di-n-butyl ester C(CCC)OC(C(C(C(=O)OCCCC)C(C)C)(C#N)C(C)C)=O